C1=CC=CC2=C1C=1C3=C(C(C4=CC=C5C=CC(C2=C5C41)=O)=O)C=CC=C3 dibenzopyrene-5,10-dione